COC(C1CCN(CC1)C1=CC=C(C=C1)[C@@H]1C2(OCC3=CC(=CC=C13)O)CCCCC2)OC (S)-4'-(4-(4-(dimethoxymethyl)piperidin-1-yl)phenyl)spiro[cyclohexane-1,3'-isochroman]-7'-ol